Tert-butyl (12aR)-9-bromo-10-fluoro-8-methoxy-3,4,12,12a-tetrahydro-6H-pyrazino[2,1-c][1,4]benzoxazepine-2(1H)-carboxylate BrC1=C(C2=C(CN3[C@@H](CO2)CN(CC3)C(=O)OC(C)(C)C)C=C1OC)F